5-Aza-Cytidin [C@@H]1([C@H](O)[C@H](O)[C@@H](CO)O1)N1C(=O)N=C(N)N=C1